3',4',5,7-tetrahydroxyflavanone OC=1C=C(C2OC3=CC(=CC(=C3C(C2)=O)O)O)C=CC1O